CC1=C(C(=CC=C1)C)C=CC(=O)N 3-(2,6-dimethylphenyl)acrylamide